(2-((5-chloro-2-((4,4-dimethyl-1,2,3,4-tetrahydroisoquinolin-7-yl)amino)pyrimidin-4-yl)amino)phenyl)dimethylphosphine oxide ClC=1C(=NC(=NC1)NC1=CC=C2C(CNCC2=C1)(C)C)NC1=C(C=CC=C1)P(C)(C)=O